tert-butyl (trans-3-{[(3S,4R)-3-[{[3,5-bis(trifluoromethyl)phenyl](methyl)carbamoyl}(methyl)amino]-4-(4-fluorophenyl)pyrrolidin-1-yl]carbonyl}cyclobutyl)carbamate FC(C=1C=C(C=C(C1)C(F)(F)F)N(C(=O)N([C@@H]1CN(C[C@H]1C1=CC=C(C=C1)F)C(=O)[C@@H]1C[C@H](C1)NC(OC(C)(C)C)=O)C)C)(F)F